5-fluoro-6-(6-azaspiro[2.5]octan-6-yl)pyridin FC=1C=CC=NC1N1CCC2(CC2)CC1